C(#N)C1CN(C1)C(=O)[O-] 3-cyanoazetidine-1-carboxylate